C(C(C)C)OC=1C(=NN(C(C1)=O)CC(=O)NC1=NN2C(N=C(C=C2C(F)(F)F)C)=N1)C(C)C 2-(4-isobutoxy-3-isopropyl-6-oxopyridazin-1(6H)-yl)-N-(5-methyl-7-(trifluoromethyl)-[1,2,4]triazolo[1,5-a]pyrimidin-2-yl)acetamide